Methyl-3-(10-(benzyloxy)-2-methyl-4-oxo-5,6-dihydro-2H-2,6-methanobenzo[g][1,3,5]oxadiazocin-3(4H)-yl)benzoat COC(C1=CC(=CC=C1)N1C2(OC3=C(C(NC1=O)C2)C=CC=C3OCC3=CC=CC=C3)C)=O